C(#N)N1C[C@]2(CCC2C1)NC(=O)C=1SC(=CN1)C=1C=NC=CC1NC1=CC=C(C=C1)F N-((1R)-3-cyano-3-azabicyclo[3.2.0]heptan-1-yl)-5-(4-((4-fluorophenyl)amino)pyridin-3-yl)thiazole-2-carboxamide